N-butyryl-serine C(CCC)(=O)N[C@@H](CO)C(=O)O